(S)-4-{[(3,4-dichloro-phenyl)-methyl-amino]-methyl}-4,5-dihydro-oxazol-2-ylamine ClC=1C=C(C=CC1Cl)N(C)C[C@@H]1N=C(OC1)N